(S)-4'-chlorospiro[cyclohexane-1,1'-indene]-3-one ClC1=C2C=C[C@@]3(C2=CC=C1)CC(CCC3)=O